N-sulfinyl-tritylamine S(=O)=NC(C1=CC=CC=C1)(C1=CC=CC=C1)C1=CC=CC=C1